COC(=O)C1=CC=C(C(=N1)C)N1CCN(CC1)C(=O)OC(C)(C)C tert-butyl 4-(6-(methoxy carbonyl)-2-methylpyridin-3-yl)piperazine-1-carboxylate